COC=1C=C(C=NC1)NC(=O)C1=NC2=NC=3C=CC(=CC3N2C=C1)C=1C=NC=C(C1)OC N,4-Bis(5-methoxypyridin-3-yl)-1,8,10-triazatricyclo[7.4.0.02,7]trideca-2(7),3,5,8,10,12-hexaene-11-carboxamide